C12(CC3CC(CC(C1)C3)C2)C=2SC(=C(N2)C=2C(=C(C=CC2)NS(=O)(=O)C2=C(C=CC=C2F)F)F)C2=NC(=NC=C2)NC2[C@H]3CS(C[C@@H]23)(=O)=O N-(3-(2-((3R,5R,7R)-adamantan-1-yl)-5-(2-(((1R,5S,6r)-3,3-dioxido-3-thiabicyclo[3.1.0]hexan-6-yl)amino)pyrimidin-4-yl)thiazol-4-yl)-2-fluorophenyl)-2,6-difluorobenzenesulfonamide